4,5-dimethyl-N-(2-sulfanylethyl)-2-thiophenecarboxamide CC=1C=C(SC1C)C(=O)NCCS